5-fluoro-3-(2-(3-(3-isopropylphenyl)-4-oxothiazolidine-2-ylidene)hydrazono)indol-2-one FC=1C=C2C(C(NC2=CC1)=O)=NN=C1SCC(N1C1=CC(=CC=C1)C(C)C)=O